4-Amino-5-bromopyrimidine-2-carboxylic acid methyl ester COC(=O)C1=NC=C(C(=N1)N)Br